O1C(OCC1)CCN1N=CC2=CC(=C(C=C12)C1=COC=C1)[N+](=O)[O-] 1-(2-(1,3-dioxolan-2-yl)ethyl)-6-(furan-3-yl)-5-nitro-1H-indazole